CC1=C(C(=CC(=C1)C)C)C(=O)C(O)C1=CC=CC=C1 2,4,6-trimethyl-benzoin